ClC1=NC(=CC(=C1)C=1C=NC(=NC1)N)SC1=CC=CC=C1 5-(2-chloro-6-(phenylsulfanyl)pyridin-4-yl)pyrimidin-2-amine